4-butyrylphenylboric acid C(CCC)(=O)C1=CC=C(C=C1)OB(O)O